FC1=C(C(=CC=C1C(F)(F)F)OC)C1=CC(=NC=C1C(=O)NC=1SC(N(N1)CCCO)=O)C 4-(2-Fluoro-6-methoxy-3-(trifluoromethyl)phenyl)-N-(4-(3-hydroxypropyl)-5-oxo-4,5-dihydro-1,3,4-thiadiazol-2-yl)-6-methylnicotinamide